5-(4,4-difluoropiperidin-1-yl)-7-(1-ethoxyvinyl)-9-methyl-2-(trifluoromethyl)imidazo[1,2-c]quinazoline FC1(CCN(CC1)C1=NC=2C(=CC(=CC2C=2N1C=C(N2)C(F)(F)F)C)C(=C)OCC)F